S1SC(CC1)CCCCC(=O)O 5-(1,2-dithiolan-3-yl)pentanoic acid